(5S)-2-(5-fluoro-2,3-dihydro-1H-indene-1-carbonyl)-9,9-dimethyl-8-oxo-2-azaspiro[4.5]dec-6-ene-7-carbonitrile FC=1C=C2CCC(C2=CC1)C(=O)N1C[C@@]2(CC1)C=C(C(C(C2)(C)C)=O)C#N